CC1=NC(=CC=N1)OCC(F)(F)F 2-methyl-6-(2,2,2-trifluoroethoxy)pyrimidin